2-[(3-methoxyphenyl)methyl]-6-(1,3-thiazol-2-yl)-2H-pyrazolo[3,4-d]pyrimidin-4-amine COC=1C=C(C=CC1)CN1N=C2N=C(N=C(C2=C1)N)C=1SC=CN1